[N+](=O)([O-])C1=CC=C(C=C1)C(C)=O Para-nitroacetophenone